The molecule is a pyrrole carrying propyl and hydroxyacetyl groups at the 1- and 2-positions respectively. It is a member of pyrroles and a primary alpha-hydroxy ketone. CCCN1C=CC=C1C(=O)CO